ethyl (E)-3-(3-(2,6-dimethylbenzyl)phenyl)acrylate CC1=C(CC=2C=C(C=CC2)/C=C/C(=O)OCC)C(=CC=C1)C